(-)-1-((2S,5R)-5-((7H-pyrrolo[2,3-d]pyrimidin-4-yl)amino)-2-methylpiperidin-1-yl)prop-2-en-1-one monomaleate C(\C=C/C(=O)O)(=O)O.N1=CN=C(C2=C1NC=C2)N[C@@H]2CC[C@@H](N(C2)C(C=C)=O)C